dithiol-3-one C1=CSSC1=O